(5-bromopyridin-2-yl)-2-(hydroxyimino)acetic acid ethyl ester C(C)OC(C(=NO)C1=NC=C(C=C1)Br)=O